(naphthalen-2-yl)-5-(2-nitrophenyl)Azole-4-carboxylic acid ethyl ester C(C)OC(=O)C=1C=C(NC1C1=C(C=CC=C1)[N+](=O)[O-])C1=CC2=CC=CC=C2C=C1